N-({5-chloro-6-[(3-methyl-5-isoxazolyl)methoxy]-2-indolyl}methyl)1-fluorocyclopropanecarboxamide ClC=1C=C2C=C(NC2=CC1OCC1=CC(=NO1)C)CNC(=O)C1(CC1)F